N1(N=CC=C1)CCNC(=O)NC1=NN2C(C=C(C=C2)C=2C=NC(=C(C2)OC(F)F)OC)=C1 1-(2-(1H-pyrazol-1-yl)ethyl)-3-(5-(5-(difluoromethoxy)-6-methoxypyridin-3-yl)pyrazolo[1,5-a]pyridin-2-yl)urea